N-(2-ethyl)morpholine CCN1CCOCC1